tert-Butyl (4S)-2,2-dimethyl-4-{(E)-2-[2-(1,3,4,5-tetrahydro-2H-2-benzazepin-2-yl)quinolin-4-yl]ethenyl}-1,3-oxazolidine-3-carboxylate CC1(OC[C@@H](N1C(=O)OC(C)(C)C)\C=C\C1=CC(=NC2=CC=CC=C12)N1CC2=C(CCC1)C=CC=C2)C